O=C1NC(CCC1N1C(C2=CC=C(C=C2C1=O)NCCCCCC(N1CC(C1)OC1=CC=CC=C1)=O)=O)=O 2-(2,6-dioxopiperidin-3-yl)-5-((6-oxo-6-(3-phenoxyazetidin-1-yl)hexyl)amino)isoindoline-1,3-dione